(5S,7S)-2-((2,2-difluorocyclopropyl)sulfonyl)-7-fluoro-5-phenyl-6,7-dihydro-5H-pyrrolo[1,2-b][1,2,4]triazole FC1(C(C1)S(=O)(=O)C=1N=C2N(N1)[C@@H](C[C@@H]2F)C2=CC=CC=C2)F